BrC1=C(C(=CC2=CN(N=C12)C)N/C(=N/C(OCC)=O)/SCC)C ethyl (NZ)-N-[[(7-bromo-2,6-dimethyl-indazol-5-yl)amino]-ethylsulfanyl-methylene]carbamate